4-(2-fluorophenyl)-7-(((2R)-1-methyl-2-pyrrolidinyl)methyl)-2-(2-(2-propenoyl)-2,6-diazaspiro[3.4]octan-6-yl)-5,6,7,8-tetrahydro-1,7-naphthyridine-3-carbonitrile FC1=C(C=CC=C1)C1=C(C(=NC=2CN(CCC12)C[C@@H]1N(CCC1)C)N1CC2(CN(C2)C(C=C)=O)CC1)C#N